FC1=CC(=C(OC=2C(=NC=NC2)N2CC3(C2)CCN(CC3)C(=O)OC(C)(C)C)C=C1)C(N([C@@H]1COCC1)C(C)C)=O tert-butyl (S)-2-(5-(4-fluoro-2-(isopropyl(tetrahydrofuran-3-yl)carbamoyl) phenoxy)pyrimidin-4-yl)-2,7-diazaspiro[3.5]nonane-7-carboxylate